2-(3-((2-methoxyethoxy)methyl)phenyl)thiazole COCCOCC=1C=C(C=CC1)C=1SC=CN1